(1R,2S,3R,4R)-3-((tert-butoxycarbonyl)amino)-6-hydroxybicyclo[2.2.1]heptane-2-carboxylic acid methyl ester COC(=O)[C@H]1[C@@H]2C(C[C@H]([C@H]1NC(=O)OC(C)(C)C)C2)O